CC(C)CC(=O)O[C@H](CC(=O)[O-])C[N+](C)(C)C Isovaleryl-L-carnitine